FC1=C(C(=CC(=C1)F)OC)C1=NC=CC(=N1)NC1=NC=C(C(=C1)N1C[C@H](CCC1)O)C#CC=1C=NN(C1)CC(F)F (S)-1-(2-((2-(2,4-difluoro-6-methoxyphenyl)pyrimidin-4-yl)amino)-5-((1-(2,2-difluoroethyl)-1H-pyrazol-4-yl)ethynyl)pyridin-4-yl)piperidin-3-ol